(5'S,7a'R)-3-hydroxy-5'-(pyrazin-2-yl)tetrahydro-3'H-spiro[cyclobutane-1,2'-pyrrolo[2,1-b]oxazol]-3'-one OC1CC2(C(N3[C@H](O2)CC[C@H]3C3=NC=CN=C3)=O)C1